2-hydroxy-1-propansulfonat OC(CS(=O)(=O)[O-])C